N[C@H]1CN(C[C@@H](C1)F)C(=O)C=1C=CC=2N(C1)N=C(C2C)C=2N(C1=C(C=CC=C1C2)C2CCN(CC2)C([C@H](C)OC)=O)CC2CC2 (S)-1-(4-(2-(6-((3R,5R)-3-amino-5-fluoropiperidine-1-carbonyl)-3-methylpyrazolo[1,5-a]pyridin-2-yl)-1-(cyclopropylmethyl)-1H-indol-7-yl)piperidin-1-yl)-2-methoxypropan-1-one